(1S,3S)-3-((6-(4-(((4-chloro-6-isopropyl-1,3,5-triazin-2-yl)amino)methyl)-3-methylisoxazol-5-yl)-2-methylpyridin-3-yl)oxy)cyclohexane-1-carboxylic acid isopropyl ester C(C)(C)OC(=O)[C@@H]1C[C@H](CCC1)OC=1C(=NC(=CC1)C1=C(C(=NO1)C)CNC1=NC(=NC(=N1)Cl)C(C)C)C